Methyl 5-(3-aminophenyl)-1-(2-trimethyl silylethoxymethyl)pyrazolo[3,4-c]pyridine-3-carboxylate NC=1C=C(C=CC1)C=1C=C2C(=CN1)N(N=C2C(=O)OC)COCC[Si](C)(C)C